[O-]S(=O)(=O)C(F)(F)F.C(CCCCCC)[NH+]1C(=CC=C1)C 1-Heptyl-2-Methylpyrrolium triflat